BrC1=NNC(=C1)C(N)=S 3-bromo-1H-pyrazole-5-carbothioamide